(2'S,4R,7R)-2-chloro-4-(difluoromethyl)-2'-methyl-1'-prop-2-ynyl-spiro[5H-thieno[2,3-c]pyran-7,4'-piperidin]-4-ol ClC1=CC2=C(S1)[C@@]1(C[C@@H](N(CC1)CC#C)C)OC[C@@]2(O)C(F)F